(S)-2-(benzofuran-2-carboxamido)-N1-(1-(2-((1S,2R,4R)-bicyclo[2.2.1]heptan-2-ylamino)-2-oxoethyl)-2-oxo-1,2-dihydropyridin-3-yl)-5-oxohexanediamide O1C(=CC2=C1C=CC=C2)C(=O)N[C@H](C(=O)NC=2C(N(C=CC2)CC(=O)N[C@H]2[C@H]1CC[C@@H](C2)C1)=O)CCC(C(=O)N)=O